FC(C(=O)O)(F)F.FC1=C(C=CC(=C1)OC)NC1=NC=C(C(=N1)NC=1C=CC2=C(NC(O2)=O)C1)C 5-(2-(2-fluoro-4-methoxyphenylamino)-5-methylpyrimidin-4-ylamino)benzo[d]oxazol-2(3H)-one trifluoroacetate salt